(6-chloro-5-iodo-2-methylpyrimidin-4-yl)-5-methyl-1-(tetrahydro-2H-pyran-2-yl)-1H-indazol-4-amine ClC1=C(C(=NC(=N1)C)C1=NN(C=2C=CC(=C(C12)N)C)C1OCCCC1)I